ClC1=CC=C(C=C1)[C@H](CC(=O)O)N1[C@@](C2=C(C=C(C=C2C1=O)[C@](CC)(C1CCOCC1)O)F)(OC)C1=CC=C(C=C1)Cl (3s)-3-(4-chlorophenyl)-3-[(1R)-1-(4-chlorophenyl)-7-fluoro-5-[(1S)-1-hydroxy-1-(oxan-4-yl)propyl]-1-methoxy-3-oxo-2,3-dihydro-1H-isoindol-2-yl]propanoic acid